C(CCCCCC)[P+](CCCCCC)(CCCCCC)CCCCCC heptyl-trihexyl-phosphonium